Dibenzyl 23,30-dioxo-4,7,10,13,16,19,34,37,40,43,46,49-dodecaoxa-26,27-dithia-22,31-diazadopentacontanedioate O=C(NCCOCCOCCOCCOCCOCCOCCC(=O)OCC1=CC=CC=C1)CCSSCCC(NCCOCCOCCOCCOCCOCCOCCC(=O)OCC1=CC=CC=C1)=O